C12C3C(C(C=C1)C2)C(NC3=O)=O Endo-5-norbornene-2,3-dicarboximide